CC1=C(C=2N(C=C1C1=C(C=3N=C(SC3N1)N1[C@@H](CN(CC1)C1CCOCC1)C)C(C)C)N=CN2)C (R)-5-(7,8-dimethyl-[1,2,4]triazolo[1,5-a]pyridin-6-yl)-6-isopropyl-2-(2-methyl-4-(tetrahydro-2H-pyran-4-yl)piperazin-1-yl)-4H-pyrrolo[3,2-d]thiazole